NCC(=O)C1=CC(=CC=C1)F 2-amino-1-(3-fluorophenyl)ethan-1-one